heptatriacontyl laurate C(CCCCCCCCCCC)(=O)OCCCCCCCCCCCCCCCCCCCCCCCCCCCCCCCCCCCCC